iso-pentenyl diphosphate O(P([O-])(=O)OP(=O)([O-])[O-])C=CC(C)C